(rac)-tert-butyl [{[2-chloro-6-(4-hydroxybutoxy)pyridin-4-yl]methyl}(methyl)oxido-λ6-sulfanylidene]carbamate ClC1=NC(=CC(=C1)C[S@](=O)(C)=NC(OC(C)(C)C)=O)OCCCCO |r|